3-[1-(2-Aminoacetyl)-3-piperidinyl]-1-[benzyloxycarbonyl-sulfamoyl]pyrrole-2-carboxylic acid benzyl ester C(C1=CC=CC=C1)OC(=O)C=1N(C=CC1C1CN(CCC1)C(CN)=O)S(NC(=O)OCC1=CC=CC=C1)(=O)=O